trans-4-((4-(3-cyclopropylphenyl)-5-fluoropyrimidin-2-yl)amino)cyclohexane C1(CC1)C=1C=C(C=CC1)C1=NC(=NC=C1F)NC1CCCCC1